S(=O)(=O)(O)[O-].C(CCCC)[N+](CCCCC)(CCCCC)CCCCC tetrapentylammonium hydrogensulfate